5-amino-2-[(2,5-dimethyloxazol-4-yl)methyl]-8-(2,6-dimethyl-1-oxido-pyridin-1-ium-4-yl)-7-(4-fluorophenyl)-[1,2,4]triazolo[4,3-c]pyrimidin-3-one NC1=NC(=C(C=2N1C(N(N2)CC=2N=C(OC2C)C)=O)C2=CC(=[N+](C(=C2)C)[O-])C)C2=CC=C(C=C2)F